[2-(2,6-dioxopiperidin-3-yl)-4-methoxy-3-oxo-2,3-dihydro-1H-isoindol-5-yl]methyl N-[4-(4-fluorophenoxy)-2-methylphenyl]carbamate FC1=CC=C(OC2=CC(=C(C=C2)NC(OCC=2C(=C3C(N(CC3=CC2)C2C(NC(CC2)=O)=O)=O)OC)=O)C)C=C1